(6S,9R)-N-(4-bromo-3-chlorophenyl)-3-oxo-3,5,6,7,8,9-hexahydro-2H-6,9-epiminocyclohepta[c]pyridine-10-carboxamide BrC1=C(C=C(C=C1)NC(=O)N1[C@@H]2CC=3C(=CNC(C3)=O)[C@H]1CC2)Cl